C(CC)(=O)OC=1C(OC(CC)=O)=CC(=CC1C)CC=C 4-allyl-6-methylcatechol dipropionate